N-(3-(2,4-difluorobenzyl)-2-methyl-5-(6-methyl-7-oxo-6,7-dihydro-1H-pyrrolo[2,3-c]pyridin-4-yl)-3H-imidazo[4,5-b]pyridin-7-yl)ethanesulfonamide FC1=C(CN2C(=NC=3C2=NC(=CC3NS(=O)(=O)CC)C=3C2=C(C(N(C3)C)=O)NC=C2)C)C=CC(=C1)F